BrCCCCCCCC[Si](OC)(OC)OC (8-bromooctyl)trimethoxysilane